COS(=O)(=O)[O-].OCC[NH3+] 2-hydroxyethyl-ammonium methyl-sulfate